C(CCC)N(C1=NN(NC(=C1)N(C1CC(N(C(C1)(C)C)C)(C)C)CCCC)NCCCN(CCN(CCCNN1NC(=CC(=N1)N(C1CC(N(C(C1)(C)C)C)(C)C)CCCC)N(C1CC(N(C(C1)(C)C)C)(C)C)CCCC)N1NC(=CC(=N1)N(C1CC(N(C(C1)(C)C)C)(C)C)CCCC)N(C1CC(N(C(C1)(C)C)C)(C)C)CCCC)N1NC(=CC(=N1)N(C1CC(N(C(C1)(C)C)C)(C)C)CCCC)N(C1CC(N(C(C1)(C)C)C)(C)C)CCCC)C1CC(N(C(C1)(C)C)C)(C)C N,N',N'',N'''-tetrakis(4,6-bis(butyl-(N-methyl-2,2,6,6-tetramethylpiperidin-4-yl)amino)triazine-2-yl)-4,7-diazadecane-1,10-diamine